4-(4-formylphenyl)phenylboric acid C(=O)C1=CC=C(C=C1)C1=CC=C(C=C1)OB(O)O